FC(C=1C=C(C=C(C1)C(F)(F)F)[B-](C1=CC(=CC(=C1)C(F)(F)F)C(F)(F)F)(C1=CC(=CC(=C1)C(F)(F)F)C(F)(F)F)C1=CC(=CC(=C1)C(F)(F)F)C(F)(F)F)(F)F.[Ir+3].C1=CCCC=CCC1.C1=CCCC=CCC1.FC(F)(F)C=1C=C(C=C(C1)C(F)(F)F)[B-](C1=CC(=CC(=C1)C(F)(F)F)C(F)(F)F)(C1=CC(=CC(=C1)C(F)(F)F)C(F)(F)F)C1=CC(=CC(=C1)C(F)(F)F)C(F)(F)F.FC(F)(F)C=1C=C(C=C(C1)C(F)(F)F)[B-](C1=CC(=CC(=C1)C(F)(F)F)C(F)(F)F)(C1=CC(=CC(=C1)C(F)(F)F)C(F)(F)F)C1=CC(=CC(=C1)C(F)(F)F)C(F)(F)F bis1,5-cyclooctadiene iridium tetrakis(3,5-bis(trifluoromethyl)phenyl)borate